1-(benzenesulfonyl)-6-(cyclohexylmethoxy)indole-3-sulfonyl chloride C1(=CC=CC=C1)S(=O)(=O)N1C=C(C2=CC=C(C=C12)OCC1CCCCC1)S(=O)(=O)Cl